C(C1=CC=CC=C1)N1N=C(C2=CC=CC=C2C1=O)C=1C=C(C=CC1)NC(OC(C)(C)C)=O tert-butyl (3-(3-benzyl-4-oxo-3,4-dihydrophthalazin-1-yl)phenyl)carbamate